ClC=1C=C2C(=C3C4(NC(NC13)=O)CCCCC4)OC(=C2)CN2CC(CC2)O 5'-chloro-2'-[(3-hydroxypyrrolidin-1-yl)methyl]-7',8'-dihydro-6'H-spiro[cyclohexane-1,9'-furo[2,3-f]quinazoline]-7'-one